FC1=CC=C(C=C1)C1=C(NC=2N=CC=3C=C(C=CC3C21)C(=O)OC)[Si](C)(C)C methyl 1-(4-fluorophenyl)-2-(trimethylsilyl)-3H-pyrrolo[2,3-c]isoquinoline-7-carboxylate